ClC1=C(C=CC(=C1)N1C[C@@](CCC1)(CCC1=CC(=CC=C1)C(F)(F)F)N(C)C)S(=O)(=O)N(C1=NC=NC=C1)CC1=C(C=C(C=C1)OC)OC (S)-2-chloro-N-(2,4-dimethoxybenzyl)-4-(3-(dimethylamino)-3-(3-(trifluoromethyl)phenethyl)piperidin-1-yl)-N-(pyrimidin-4-yl)benzenesulfonamide